C(C1=CC=CC=C1)OC1=C(C=C(C=C1)O)CCC1=CC=CC=C1 4-(benzyloxy)-3-phenethylphenol